[Ru](Cl)Cl.C1(=CC=CC2=CC=CC=C12)C1=CC=CC2=CC=CC=C12.C1(=CC=CC2=CC=CC=C12)C1=CC=CC2=CC=CC=C12.C1(=CC=CC2=CC=CC=C12)C1=CC=CC2=CC=CC=C12.C1(=CC=CC2=CC=CC=C12)C1=CC=CC2=CC=CC=C12.C1(=CC=CC2=CC=CC=C12)C1=CC=CC2=CC=CC=C12 penta(1,1'-binaphthyl) ruthenium dichloride